(2s,3r)-2-(4-(allyloxy)-3,5-bis(benzyloxy)phenyl)-5,7-bis(benzyloxy)chroman-3-ol C(C=C)OC1=C(C=C(C=C1OCC1=CC=CC=C1)[C@@H]1OC2=CC(=CC(=C2C[C@H]1O)OCC1=CC=CC=C1)OCC1=CC=CC=C1)OCC1=CC=CC=C1